CN1C(NC2=CC(=CC=C2C1=O)CN1CCN(CC1)C=1C=CC(=NC1F)C(=O)NC)=O 5-(4-((3-methyl-2,4-dioxo-1,2,3,4-tetrahydroquinazolin-7-yl)methyl)piperazin-1-yl)-6-fluoro-N-methylpicolinamide